2-ethoxy-5-fluoro-N-{5-methoxy-6-[(1H-pyrazol-3-yl)amino]-1,2-benzoxazol-3-yl}-4-methylbenzene-1-sulfonamide C(C)OC1=C(C=C(C(=C1)C)F)S(=O)(=O)NC1=NOC2=C1C=C(C(=C2)NC2=NNC=C2)OC